N-((5-(difluoromethyl)-1-(tetrahydro-2H-pyran-2-yl)-1H-pyrazol-3-yl)methyl)-2-methoxypyrimidin-5-amine FC(C1=CC(=NN1C1OCCCC1)CNC=1C=NC(=NC1)OC)F